2-((2-(6-(tert-Butyl)pyrimidin-4-yl)-4,6-difluoro-1H-indol-5-yl)thio)-2-methylpropanoic acid C(C)(C)(C)C1=CC(=NC=N1)C=1NC2=CC(=C(C(=C2C1)F)SC(C(=O)O)(C)C)F